CC1(N(C(C2=CC=CC=C12)=O)C1=NC=CC2=C(C(=C(C(=C12)C1=CC(=CC(=C1)C)C)C1=CC(=CC(=C1)C)C)C1=CC(=CC(=C1)C)C)C1=CC(=CC(=C1)C)C)C 3,3-dimethyl-2-(5,6,7,8-tetrakis(3,5-dimethylphenyl)-1-isoquinolinyl)isoindol-1-one